NC1=C(C=C(C=C1C(N)=O)C1=CC=C(C=C1)C(=O)OC)C1=CC=C(C=C1)S(N)(=O)=O methyl 4'-amino-5'-carbamoyl-4''-sulfamoyl-[1,1':3',1''-terphenyl]-4-carboxylate